C(CCO)CO ethylenedimethanol